BrC1=C(C2=C(N=CN=C2N)N1C(C)C=1N=NN(C1C)C1=C(C=CC=C1)F)C=1C=NC(=NC1)C(F)(F)F 6-Bromo-7-{1-[1-(2-fluorophenyl)-5-methyl-1H-1,2,3-triazol-4-yl]ethyl}-5-[2-(trifluoromethyl)pyrimidin-5-yl]-7H-pyrrolo[2,3-d]pyrimidin-4-amine